2-((3,4-dimethyl-2-oxo-7-((2,4,6-trifluorobenzyl)carbamoyl)-3,4-dihydroquinazolin-1(2H)-yl)methyl)-3-fluorophenyl methanesulfonate CS(=O)(=O)OC1=C(C(=CC=C1)F)CN1C(N(C(C2=CC=C(C=C12)C(NCC1=C(C=C(C=C1F)F)F)=O)C)C)=O